FC1=CC(=C(C=C1C=1N=NNN1)NC(=O)C=1C=NN2C1C=CC=C2)C N-[4-fluoro-2-methyl-5-(2H-tetrazol-5-yl)phenyl]pyrazolo[1,5-a]pyridine-3-carboxamide